CC=CCCCCCCCC=C dodeca-2,11-diene